(4S)-4-(naphthalen-1-yl)-2-oxocyclohexanecarboxylic acid ethyl ester C(C)OC(=O)C1C(C[C@H](CC1)C1=CC=CC2=CC=CC=C12)=O